4-(3-chlorophenyl-amino)-5,6-dimethyl-7H-pyrrolo[2,3-d]pyrimidine mesylate S(C)(=O)(=O)O.ClC=1C=C(C=CC1)NC=1C2=C(N=CN1)NC(=C2C)C